Tert-butyl 2-((5Z,8Z,11Z,14Z,17Z)-icosa-5,8,11,14,17-pentaenyloxy)-2-methylpropanoate C(CCC\C=C/C\C=C/C\C=C/C\C=C/C\C=C/CC)OC(C(=O)OC(C)(C)C)(C)C